CN(C1=NSC(=C1C(F)(F)F)C(=O)OCC)C ETHYL 3-(DIMETHYLAMINO)-4-(TRIFLUORO-METHYL)ISOTHIAZOLE-5-CARBOXYLATE